(tetrahydro-2H-pyran-2-yl)acetohydrazide trifluoroacetic acid salt FC(C(=O)O)(F)F.O1C(CCCC1)CC(=O)NN